BrC1=CC=C(C=C1)C(CCO)C 3-(4-bromophenyl)butan-1-ol